3-ethyl-2-(3-fluoro-4-isobutylphenyl)imidazo[1,2-a]pyridine-7-carboxylic acid C(C)C1=C(N=C2N1C=CC(=C2)C(=O)O)C2=CC(=C(C=C2)CC(C)C)F